O[C@H]1CC[C@@H](N2C(C=3N([C@@H]1C2)C=C(C(C3O)=O)C(=O)NCC3=C(C=C(C=C3F)F)F)=O)C (3S,6S,7R)-6,12-dihydroxy-3-methyl-1,11-dioxo-N-(2,4,6-trifluorobenzyl)-1,4,5,6,7,11-hexahydro-3H-2,7-methanopyrido[1,2-a][1,4]diazonine-10-carboxamide